CS(=O)(=O)C=1C=NC(=NC1)N1C[C@H](N([C@H](C1)C)C(=O)OC1CC2(CN(C2)CC2=CC=C(C=C2)OC)C1)C 2-[(4-methoxyphenyl) methyl]-2-azaspiro[3.3]heptan-6-yl (2R,6S)-4-(5-methanesulfonylpyrimidin-2-yl)-2,6-dimethyl-piperazine-1-carboxylate